[(3R)-1-isopropyl-5-oxo-pyrrolidin-3-yl] (4-nitrophenyl) carbonate C(O[C@H]1CN(C(C1)=O)C(C)C)(OC1=CC=C(C=C1)[N+](=O)[O-])=O